ethoxyphenothiazone C(C)OC1=CC=CC=2S(C3=CC=CC=C3NC12)=O